C12CN(CC(CC1)O2)C2=CC(=C(N=N2)C#N)N2[C@@H](CN(CC2)C)C 6-(8-oxa-3-azabicyclo[3.2.1]oct-3-yl)-4-((R)-2,4-dimethylpiperazin-1-yl)pyridazine-3-carbonitrile